N=1N=C(N2C1C=CC=C2)C2=CC=C(CN1C3=NC(=NC=C3N(C1=O)C)C1=C(C=CC=C1)C(C)C)C=C2 9-(4-([1,2,4]triazolo[4,3-a]pyridin-3-yl)benzyl)-2-(2-isopropylphenyl)-7-methyl-7,9-dihydro-8H-purin-8-one